6-(4-cyclopropyl-6-methoxypyrimidin-5-yl)-1-(4-(1-methyl-5-(trifluoromethyl)-1H-1,2,4-triazol-3-yl)benzyl)-1H-pyrazolo[3,4-d]pyrimidine C1(CC1)C1=NC=NC(=C1C1=NC=C2C(=N1)N(N=C2)CC2=CC=C(C=C2)C2=NN(C(=N2)C(F)(F)F)C)OC